C(C)(=O)O.C(C)CC(=O)[Al](C(CCC)=O)C(CCC)=O tris(ethyl-acetyl)aluminum acetate